C(C)(C)(C)OC(=O)N1C[C@H](CCC1)N1N=CC(=C1)B1OC(C(O1)(C)C)(C)C.C(N)(=O)S(=O)(=O)N Carbamoyl-sulfonamide t-Butyl-(3S)-3-[4-(4,4,5,5-tetramethyl-1,3,2-dioxaborolan-2-yl)pyrazol-1-yl]piperidine-1-carboxylate